6-((4,6-dimethyl-2-oxo-1,2-dihydropyridin-3-yl)methyl)-2-(trans-4-(dimethylamino)cyclohexyl)-2,4,9-trimethyl-7,8-dihydro-[1,3]dioxolo[4,5-g]isoquinolin-5(6H)-one CC1=C(C(NC(=C1)C)=O)CN1C(C=2C(=C3C(=C(C2CC1)C)OC(O3)(C)[C@@H]3CC[C@H](CC3)N(C)C)C)=O